2-((8-cyano-2,3-dihydro-[1,4]dioxino[2,3-g]quinolin-7-yl)thio)-N-(1,3-dimethyl-1H-pyrazol-4-yl)acetamide C(#N)C=1C(=NC=2C=C3C(=CC2C1)OCCO3)SCC(=O)NC=3C(=NN(C3)C)C